7-[[(2R)-1,4-dioxan-2-yl]methoxy]imidazo[1,2-a]pyridine O1[C@H](COCC1)COC1=CC=2N(C=C1)C=CN2